C(C)N1C=NC2=C(C1=O)N(N=C2C2=CC=C(C=C2)C(F)(F)F)C2CN(C2)C(C(=C)F)=O 6-ethyl-1-(1-(2-fluoroacryloyl)-azetidin-3-yl)-3-(4-(trifluoro-methyl)phenyl)-1,6-dihydro-7H-pyrazolo[4,3-d]pyrimidin-7-one